NC1=CC=C2C(C=C(OC2=C1N)C=1C=NC=NC1)=O 7,8-diamino-2-(pyrimidin-5-yl)-4H-chromen-4-one